(R)-4-(cyclopropylethynyl)-2-oxo-7-((6-oxopyrimidin-1(6H)-yl)methyl)-4-(trifluoromethyl)-1,2,3,4-tetrahydroquinazoline-6-carbonitrile C1(CC1)C#C[C@]1(NC(NC2=CC(=C(C=C12)C#N)CN1C=NC=CC1=O)=O)C(F)(F)F